(R)-1-(4-(3,6-dichloropyridazin-4-yl)-3-methylpiperazin-1-yl)ethan-1-one ClC=1N=NC(=CC1N1[C@@H](CN(CC1)C(C)=O)C)Cl